CC=1C=C(SC1)B(O)O 4-methyl-thiopheneboronic acid